BrC=1C=C2N(CCN(C2=CC1C#N)C(=O)OC(C)(C)C)C tert-butyl 6-bromo-7-cyano-4-methyl-3,4-dihydroquinoxaline-1(2H)-carboxylate